2,5,8-triamino-1,3,4,6,7,9,9b-heptaazaphenalene NC1=NC2=NC(=NC3=NC(=NC(=N1)N23)N)N